ClC=1C(=CC(=C(N)C1)F)C=1C=NC(=CC1)OC1CC(C1)OCCOC 5-Chloro-2-fluoro-4-(6-((1s,3s)-3-(2-methoxyethoxy)cyclobutoxy)pyridin-3-yl)aniline